N-(6-cyano-1-((oxetan-3-yl)methyl)-1H-indol-2-yl)-3,3-dimethylbutyramide C(#N)C1=CC=C2C=C(N(C2=C1)CC1COC1)NC(CC(C)(C)C)=O